CC=1C=C2C=CNC2=CC1C(=O)O 5-Methyl-1H-indole-6-carboxylic acid